C(CCC)NC([C@H](CC1=CC=CC=C1)NC([C@H](C(C)(C)C)/N=C/C1=C(C=CC=C1)P(C1=CC=CC=C1)C1=CC=CC=C1)=O)=O (S)-N-((S)-1-(butylamino)-1-oxo-3-phenylpropan-2-yl)-2-(((E)-2-(diphenylphosphanyl)benzylidene)amino)-3,3-dimethylbutyramide